C(C)(=O)OC=1C(=NC=CC1OC)C(N[C@@H](C)C1=NC(=NO1)C(C1=CC=CC=C1)C1=CC=CC=C1)=O (S)-2-((1-(3-benzhydryl-1,2,4-oxadiazol-5-yl)ethyl)carbamoyl)-4-methoxypyridin-3-yl acetate